N,N-diphenyl-(2,4-xylyl)amine C1(=CC=CC=C1)N(C1=CC=CC=C1)C1=C(C=C(C=C1)C)C